BrC1=CC(N(C=C1)C1C(NC(CC1)=O)=O)=O 3-(4-bromo-2-oxo-1-pyridyl)piperidine-2,6-dione